F[P-](F)(F)(F)(F)F Hexafluoro-phosphat